C(C)(C)N1N(C2=NC(=NC=C2C1=O)SC)C=1C=C(C=CC1)C1(CC1)C#N 1-(3-(2-isopropyl-6-(methylthio)-3-oxo-2,3-dihydro-1H-pyrazolo[3,4-d]pyrimidin-1-yl)phenyl)cyclopropane-1-carbonitrile